NC1=NC=NN2C1=C(C=C2C=2C=C(C(=NC2)OC)C(=O)N[C@@H]2CN(C[C@@H]2F)C2C(CCC2)C(=O)OC)C(F)(F)F methyl 2-[(3R,4S)-3-{5-[4-amino-5-(trifluoromethyl)-pyrrolo[2,1-f][1,2,4]triazin-7-yl]-2-methoxypyridine-3-amido}-4-fluoropyrrolidin-1-yl]cyclopentane-1-carboxylate